2-(3-(fluoromethyl)azetidin-1-yl)Ethanol FCC1CN(C1)CCO